(R)-2-((((9H-fluoren-9-yl)methoxy)carbonyl)amino)-4-(5-methoxypyrimidin-2-yl)butanoic acid C1=CC=CC=2C3=CC=CC=C3C(C12)COC(=O)N[C@@H](C(=O)O)CCC1=NC=C(C=N1)OC